C(C)(C)(C)C=1C(=C(C(=O)O)C(=CC1Br)F)Cl tert-butyl-4-bromo-2-chloro-6-fluorobenzoic acid